(6-(6-(allyloxy)-2,3-dichlorophenyl)-6,7-dihydro-5H-pyrrolo[2,1-c][1,2,4]triazol-3-yl)methanol C(C=C)OC1=CC=C(C(=C1C1CC2=NN=C(N2C1)CO)Cl)Cl